(Z)-2-(2,6-dioxopiperidin-3-yl)-5-(3-((1-(2-(4-(1-(4-hydroxyphenyl)-2-phenylbut-1-en-1-yl)phenoxy)ethyl)piperidin-4-yl)oxy)propyl)isoindoline-1,3-dione O=C1NC(CCC1N1C(C2=CC=C(C=C2C1=O)CCCOC1CCN(CC1)CCOC1=CC=C(C=C1)\C(=C(\CC)/C1=CC=CC=C1)\C1=CC=C(C=C1)O)=O)=O